N[C@@H](C(C)C)C(=O)OC1CCC(CC1)N1N=CC(=C1C)C=1C=C(C=2N(C1)N=CC2C#N)O[C@H](C)C2=NC=C(C=C2)F (1R,4S)-4-(4-(3-cyano-4-((R)-1-(5-fluoropyridin-2-yl)ethoxy)pyrazolo[1,5-a]pyridin-6-yl)-5-methyl-1H-pyrazol-1-yl)cyclohex-yl L-valinate